ClC1=C(C=CC=C1)C=1C(=NN2C1CC(CC2)(F)F)C(=O)OC methyl 3-(2-chlorophenyl)-5,5-difluoro-6,7-dihydro-4H-pyrazolo[1,5-a]pyridine-2-carboxylate